Methyl 3-(3-(difluoromethyl)-8-methyl-[1,2,4]triazolo[4,3-a]pyridin-7-yl)-3-(6-(hydroxymethyl)-5-methylpyridin-2-yl)-2,2-dimethylpropanoate FC(C1=NN=C2N1C=CC(=C2C)C(C(C(=O)OC)(C)C)C2=NC(=C(C=C2)C)CO)F